Cl.C(C)(C)(C)OC([C@@H](NC(=O)OC(C)(C)C)CCCCN)=O Boc-lysine t-butyl ester hydrochloride